N-(4-(2,4-dioxotetrahydropyrimidin-1(2H)-yl)phenyl)-7-(piperidin-1-yl)heptanamide O=C1N(CCC(N1)=O)C1=CC=C(C=C1)NC(CCCCCCN1CCCCC1)=O